2-Cyclooctyl-2-[(6-methoxy-pyridin-2-yl)amino]-N-(2-oxospiro[1H-indole-3,4'-oxane]-6-yl)acetamide C1(CCCCCCC1)C(C(=O)NC1=CC=C2C(=C1)NC(C21CCOCC1)=O)NC1=NC(=CC=C1)OC